p-dimethylaminobenzoic acid, Isoamyl ester CN(C1=CC=C(C(=O)OCCC(C)C)C=C1)C